ClC=1C=C(OC=2N=NC(=CC2C(=O)N)C)C=CC1 (3-chlorophenoxy)-6-methylpyridazine-4-carboxamide